COC=1C=C(OC2=NC3=CC=CC=C3C=C2)C=C(C1)N1N=CC=C1 (3-methoxy-5-(1H-pyrazol-1-yl)phenoxy)quinoline